FC(N1N=C(C(=C1)C1=NC(=NC(=C1)N1CC(C1)NC)N)C)F (1-(difluoromethyl)-3-methyl-1H-pyrazol-4-yl)-6-(3-(methylamino)azetidin-1-yl)pyrimidin-2-amine